OC1=C(C=C(C=C1)CCCCCCCCCCCC)CC=CC 1-(2-hydroxy-5-lauryl-phenyl)but-2-ene